COC1=C2C=C(NC2=CC=C1)C(=O)N[C@H](C(=O)NC(C(=O)OC)CC1=NNC=C1)CC(C)C methyl 2-[[(2S)-2-[(4-methoxy-1H-indole-2-carbonyl)amino]-4-methyl-pentanoyl]amino]-3-(1H-pyrazol-3-yl)propanoate